(R)-2-((R)-2-amino-3-phenylalanyl)-4-methylpentanamide trihydrochloride Cl.Cl.Cl.NC(N)(CC1=CC=CC=C1)C(=O)[C@H](C(=O)N)CC(C)C